FC1=C(C(=CC=C1)F)C=1NC2=C(C3=C(N1)C=CC=C3)NN=C2 5-(2,6-difluorophenyl)-1,4-dihydrobenzo[d]pyrazolo[3,4-f][1,3]diazepine